(1S)-2-[4,6-bis(trifluoromethyl)-1,3,5-triazin-2-yl]-6-fluoro-1-{[(3R)-oxan-3-yl]methyl}-2,3,4,9-tetrahydro-1H-pyrido[3,4-b]indole FC(C1=NC(=NC(=N1)C(F)(F)F)N1[C@H](C=2NC3=CC=C(C=C3C2CC1)F)C[C@@H]1COCCC1)(F)F